FC=1C(=CC(=C(C1)O)C=1N=NC(=CC1)N(C1CC(NC(C1)(C)C)(C)C)C)C1=CC=NN1 5-fluoro-2-(6-(methyl(2,2,6,6-tetramethylpiperidin-4-yl)amino)pyridazin-3-yl)-4-(1H-pyrazol-5-yl)phenol